4-[(2,4-Dichloro-5-methoxyphenyl)amino]-6-ethoxy-7-[2-(4-methyl-1-piperazinyl)ethoxy]quinoline-3-carbonitrile ClC1=C(C=C(C(=C1)Cl)OC)NC1=C(C=NC2=CC(=C(C=C12)OCC)OCCN1CCN(CC1)C)C#N